NC1=C(SC2=NC(=C(C=C21)F)C)C(=O)NC2CC=1C=CC(=NC1CC2)N2CC1CCNCC21 3-amino-N-(2-{3,8-diazabicyclo[4.2.0]octan-8-yl}-5,6,7,8-tetrahydroquinolin-6-yl)-5-fluoro-6-methylthieno[2,3-b]pyridine-2-carboxamide